ClC1=C(C(=O)N2CCN(CC2)C(=O)OC(C)(C)C)C=CC(=C1)NC=1C=2N(C=CN1)C(=CN2)I.[S].[Ga].[In].[Ag] silver-indium-gallium sulfur tert-butyl 4-[2-chloro-4-[(3-iodoimidazo[1,2-a]pyrazin-8-yl)amino]benzoyl]piperazine-1-carboxylate